C[C@@]1(OC1)CO (R)-(2-methyloxiran-2-yl)methanol